N-methyl-3-(1-methyl-1H-imidazol-4-yl)-4-((4-(Pentafluoro-λ6-sulfanyl)benzyl)amino)benzenesulfonamide CNS(=O)(=O)C1=CC(=C(C=C1)NCC1=CC=C(C=C1)S(F)(F)(F)(F)F)C=1N=CN(C1)C